NC1=NC=CC=C1C1=NC=2C(=NC(=CC2)N2N=CC=C2)N1C=1C=C2CC[C@@H](C2=CC1)NC1CCN(CC1)C1=NC(=NC(=C1)C)C#N (S)-4-(4-((5-(2-(2-aminopyridin-3-yl)-5-(1H-pyrazol-1-yl)-3H-imidazo[4,5-b]pyridin-3-yl)-2,3-dihydro-1H-inden-1-yl)amino)piperidin-1-yl)-6-methylpyrimidine-2-carbonitrile